C(C)OC(=O)[C@H]1C[C@@H]([C@H](CC1)OCOC)NC(=O)OC(C)(C)C (1R,3S,4S)-3-[(tert-Butoxycarbonyl)amino]-4-(methoxymethoxy)cyclohexane-1-carboxylic acid ethyl ester